(7-bromoheptyl)trimethylammonium bromide [Br-].BrCCCCCCC[N+](C)(C)C